(S)-2-{4-[(methoxycarbonyl)amino]Benzamido}-3-(4-aminophenyl)-propionic acid methyl ester COC([C@H](CC1=CC=C(C=C1)N)NC(C1=CC=C(C=C1)NC(=O)OC)=O)=O